FC(C=1C(=C(C=CC1)[C@@H](C)NC1=NC(N(C2=C(C=C(C=C12)N1CCOCC1)OCCCCCCC=O)C)=O)F)(C1CCNCC1)F (R)-7-((4-((1-(3-(difluoro(piperidin-4-yl)methyl)-2-fluorophenyl)ethyl)amino)-1-methyl-6-morpholino-2-oxo-1,2-dihydroquinazolin-8-yl)oxy)heptanal